[4-(2-cyclohexylethyl)piperazin-1-yl]-(4-methoxyphenyl)methanone C1(CCCCC1)CCN1CCN(CC1)C(=O)C1=CC=C(C=C1)OC